1-[(3s,5r)-5-(methoxymethyl)-1-(prop-2-enoyl)pyrrolidin-3-yl]-3-[2-(2-methyl-3H-1,3-benzodiazol-5-yl)ethynyl]-5-(methylamino)pyrazole-4-carboxamide COC[C@H]1C[C@@H](CN1C(C=C)=O)N1N=C(C(=C1NC)C(=O)N)C#CC1=CC2=C(N=C(N2)C)C=C1